FC=1C=C2C(C(=CN(C2=CC1N1[C@H](CCC1)COC1=NC=CC=C1)C1=C(C=C(C=C1)O)C(F)(F)F)C(=O)O)=O (R)-6-fluoro-1-(4-hydroxy-2-(trifluoromethyl)phenyl)-4-oxo-7-(2-((pyridin-2-yloxy)methyl)pyrrolidin-1-yl)-1,4-dihydroquinoline-3-carboxylic acid